[2-[4-(hydroxymethyl)cyclohexyl]]Pyrazolo[3,4-c]Pyridine OCC1CCC(CC1)N1N=C2C=NC=CC2=C1